3-(2-cyanoacetamido)cyclohexane-1-carboxamide tert-butyl-2-(1-methyl-2-oxo-8-phenoxy-1,2,3,4-tetrahydroquinolin-3-yl)acetate C(C)(C)(C)OC(CC1C(N(C2=C(C=CC=C2C1)OC1=CC=CC=C1)C)=O)=O.C(#N)CC(=O)NC1CC(CCC1)C(=O)N